C(CCCC)(OCC)(OCC)OCC triethyl orthovalerate